O=C1C=C(CCC1)OC(C1=C(C=C(C=C1)S(=O)(=O)C)[N+](=O)[O-])=O (3-oxocyclohex-1-en-1-yl)-4-methanesulfonyl-2-nitrobenzoate